C(#C)C=1C=C(C=CC1)NS(=O)(=O)NC(=N)N N-(3-ethynylphenyl)sulfamoyl-guanidine